(dichlorophenyl)-4-(1-methyl-1H-indol-3-yl)-1H-pyrrole-2,5-dione ClC=1C(=C(C=CC1)N1C(C=C(C1=O)C1=CN(C2=CC=CC=C12)C)=O)Cl